ClC1=CC(=CC2=C1N=C(S2)NC(CCOC2=CC=C(C=C2)C=C2C(NNC2=O)=O)=O)F N-(4-chloro-6-fluorobenzo[d]thiazol-2-yl)-3-(4-((3,5-dioxopyrazolidin-4-ylidene)methyl)phenoxy)propanamide